C1=CC=CC=2C3=CC=CC=C3C(C12)COC(NCC(NCOCC(=O)OCC1=CC=CC=C1)=O)=O Benzyl 1-(9H-Fluoren-9-yl)-3,6-dioxo-2,9-dioxa-4,7-diazaundecan-11-oate